tert-butyl {(1s,3s)-3-[methoxy(methyl)carbamoyl]cyclobutyl}carbamate CON(C(=O)C1CC(C1)NC(OC(C)(C)C)=O)C